BrC1=NC=CC(=C1F)CN1CCC2(CCCC(N2)=O)CC1 9-((2-bromo-3-fluoropyridin-4-yl)methyl)-1,9-diazaspiro[5.5]Undecane-2-one